3-(2-(1-benzylpiperidin-4-yl)-5-oxo-5H-pyrrolo[3,4-b]pyridin-6(7H)-yl)dihydro-2H-pyran-2,6(3H)-dione C(C1=CC=CC=C1)N1CCC(CC1)C1=CC=C2C(=N1)CN(C2=O)C2C(OC(CC2)=O)=O